C(C1=CC=CC=C1)OC=1C(=NC(=C2C(=CC=NC12)C1=CC=CC=C1)Br)C(=O)OC methyl 8-(benzyloxy)-5-bromo-4-phenyl-1,6-naphthyridine-7-carboxylate